CN1N=CC(=C1)C1=CC=2N(C=C1)C=NN2 7-(1-methyl-1H-pyrazol-4-yl)[1,2,4]triazolo[4,3-a]pyridine